C1(CCCCC1)N1CCN(C2=CC=CC=C12)C(CCN1CCN(CC1)C)=O 1-(4-cyclohexyl-3,4-dihydroquinoxaline-1(2H)-yl)-3-(4-methylpiperazin-1-yl)propan-1-one